C(C)(C)(C)C=1SC(=C(N1)C=1C(=C(C=CC1)C(CC)S(=O)(=O)N)F)C1=NC(=NC=C1)NC1=CC=C(C=C1)C1CCN(CC1)C(=O)C1CCN(CC1)C1=CC=C(C=C1)C1C(NC(CC1)=O)=O (3-(2-(tert-butyl)-5-(2-((4-(1-(1-(4-(2,6-dioxopiperidin-3-yl)phenyl)piperidine-4-carbonyl)piperidin-4-yl)phenyl)amino)pyrimidin-4-yl)thiazol-4-yl)-2-fluorophenyl)propane-1-sulfonamide